1-(2-ethoxyethoxy)-2,2-difluoroethane C(C)OCCOCC(F)F